CC=1C=C(C=CC1C)C=1NC(C=2N(C1)N=C(C2C(C)C)C(=O)NC2(CN(C2)C)C2=CC=C(C=C2)F)=O 6-(3,4-Dimethylphenyl)-N-[3-(4-fluorophenyl)-1-methylazetidin-3-yl]-4-oxo-3-(propan-2-yl)-4,5-dihydropyrazolo[1,5-a]pyrazine-2-carboxamide